CC1=NSC(=C1)NC(=O)NC2=CC3=C(C=C2)N(C=C3)C The molecule is a member of ther class of ureas that is urea in which a hydrogen attached to one of the nitrogens has been replaced by an N-methylindol-5-yl group, while a hydrogen attached to the other nitrogen has been replaced by a 3-methyl-1,2-thiazol-5-yl group. It is a potent and selective antagonist for the 5-hydroxytryptamine 2B (5-HT2B) receptor. It has a role as a receptor modulator and a serotonergic antagonist. It is a member of ureas, a member of indoles and a member of 1,2-thiazoles.